CNC(CN)=O N-methyl-glycinamide